(2S,3S,4S,5S)-2-methyl-4-nitro-3,5-diphenylpyrrolidine-2-carboxylic acid methyl ester COC(=O)[C@]1(N[C@H]([C@H]([C@@H]1C1=CC=CC=C1)[N+](=O)[O-])C1=CC=CC=C1)C